C(C)(=O)N[C@H](C(=O)N[C@H](C(=O)O)CCC(C)(C)C)CC1=CN(C2=CC=CC=C12)C (2S)-2-[(2S)-2-acetamido-3-(1-methyl-1H-indol-3-yl)propionylamino]-5,5-dimethylhexanoic acid